1,8,8-trifluoro-2-(1H-pyrazol-4-yl)-5,6,7,9-tetrahydrothieno[2,3-c]quinolin-4-one FC1=C(SC=2C(NC=3CCC(CC3C21)(F)F)=O)C=2C=NNC2